[La+3].[O-2].[In+3].[O-2].[O-2] indium oxide lanthanum